N-(2-((R)-9-(pyridin-2-yl)-6-oxaspiro[4.5]decan-9-yl)ethyl)-2,3,4',5,5',6-hexahydrospiro[pyran-4,6'-pyrrolo[1,2-b]pyrazol]-4'-amine N1=C(C=CC=C1)[C@@]1(CCOC2(CCCC2)C1)CCNC1CC2(N3N=CC=C31)CCOCC2